4-amino-2-(1-(2-hydroxyethyl)-2,6-dioxopiperidin-3-yl)isoindolin-1,3-dione NC1=C2C(N(C(C2=CC=C1)=O)C1C(N(C(CC1)=O)CCO)=O)=O